tris(4-(2-(vinyloxy)ethoxy)-phenyl)sulfonium C(=C)OCCOC1=CC=C(C=C1)[S+](C1=CC=C(C=C1)OCCOC=C)C1=CC=C(C=C1)OCCOC=C